The molecule is a N-acylsphinganine-1-phosphocholine in which the acyl group specified is tetracosanoyl. It has a role as a mouse metabolite. It is a N-acylsphinganine-1-phosphocholine and a sphingomyelin 42:0. It derives from a tetracosanoic acid. CCCCCCCCCCCCCCCCCCCCCCCC(=O)N[C@@H](COP(=O)([O-])OCC[N+](C)(C)C)[C@@H](CCCCCCCCCCCCCCC)O